COC1=CC=C(C=C1)NN=C(C(C)=O)C(C)=O 3-(2-(4-methoxyphenyl)hydrazineylidene)pentane-2,4-dione